C(C)(C)(C)OC(NC=1C=C2CN(C(C2=C(C1)N1CCC(CC1)(F)F)=O)CC1=CC=C(C=C1)OC)=O tert-butyl(7-(4,4-difluoropiperidin-1-yl)-2-(4-methoxybenzyl)-1-oxoisoindolin-5-yl)carbamate